ClC1=CC=C(C=C1)S(=O)(=O)C1=CC=C(C=C1)NC(=O)NCC=1C=NNC1 1-[4-(4-Chloro-benzenesulfonyl)-phenyl]-3-(1H-pyrazol-4-ylmethyl)-urea